cis-3-fluoro-4-(4-methoxyphenoxy)-piperidine F[C@@H]1CNCC[C@@H]1OC1=CC=C(C=C1)OC